COC1=C2C(=NC=NC2=CC(=C1)OCCOC)NC1=CC=C(C=C1)NC(OC(C)(C)C)=O tert-butyl (4-((5-methoxy-7-(2-methoxyethoxy)quinazolin-4-yl)amino)phenyl)carbamate